N-(2-((4-(2-(Bis(4-(3-methyl-1,2,4-oxadiazol-5-yl)benzyl)amino)ethyl)phenyl)carbamoyl)-4,5-dimethoxyphenyl)quinoxaline-2-carboxamide CC1=NOC(=N1)C1=CC=C(CN(CCC2=CC=C(C=C2)NC(=O)C2=C(C=C(C(=C2)OC)OC)NC(=O)C2=NC3=CC=CC=C3N=C2)CC2=CC=C(C=C2)C2=NC(=NO2)C)C=C1